(2R,6S)-2-(4-chloro-3-(trifluoromethoxy)phenyl)-6-hydroxy-6-methyl-2-methylamino-cyclohexane-1-one hydrochloride Cl.ClC1=C(C=C(C=C1)[C@]1(C([C@@](CCC1)(C)O)=O)NC)OC(F)(F)F